8-SULFONYL-BENZAZEPINE S(=O)(=O)=C1C=C2C(=CC=CC=N2)C=C1